OC(CCCCCCCCCCCCC(=O)O)CCC(CCCCCCCCCCC)O 14,17-Dihydroxyoctacosanoic acid